C(C)(C)(C)C=1C=C(C=2NC3=C(C=C(C=C3C2C1)C(C)(C)C)C1=CC=CC=C1)C1=CC=CC=C1 3,6-di-tert-butyl-1,8-diphenyl-9H-carbazole